4,4'-(1-butylpentylidene)bis[benzeneamine] C(CCC)C(CCCC)(C1=CC=C(C=C1)N)C1=CC=C(C=C1)N